C1([C@H]2[C@H](C(=O)O1)CCC=C2)=O trans-tetrahydrophthalic anhydride